C(C=C)OCC(CS(=O)(=O)[O-])O 3-allyloxy-2-hydroxypropylsulfonate